Cl.C1(=CC=CC=C1)C1=NN(C(=C1CCC)O)C1=NC=CC=C1 3-phenyl-4-propyl-1-(pyridin-2-yl)-1H-pyrazol-5-ol hydrochloride